2-[(3-bromophenyl)methylsulfonyl]acetic acid BrC=1C=C(C=CC1)CS(=O)(=O)CC(=O)O